COC(=O)[C@H]1[C@@H](C1)CO trans-2-(hydroxymethyl)cyclopropan-1-carboxylic acid methyl ester